C1=CC=CC=2C3=CC=CC=C3C(C12)COC(=O)N[C@H]1CO[C@H]2[C@@H]1OC[C@@H]2N2CC1N(C(C2)C1)C(=O)OC(C)(C)C tert-butyl 3-((3S,3aR,6S,6aR)-6-((((9H-fluoren-9-yl)methoxy)carbonyl)amino)hexahydrofuro[3,2-b]furan-3-yl)-3,6-diazabicyclo[3.1.1]heptane-6-carboxylate